4-fluoro-2-(5-(((1S,2S,3R,5R)-2-fluoro-8-azabicyclo[3.2.1]octan-3-yl)(methyl)amino)pyrazin-2-yl)-5-(1-methyl-1H-pyrazol-4-yl)phenol FC1=CC(=C(C=C1C=1C=NN(C1)C)O)C1=NC=C(N=C1)N(C)[C@H]1[C@H]([C@@H]2CC[C@H](C1)N2)F